5-chloro-1-(3-chloro-2-fluorophenyl)-1H-pyrazole-4-carboxamide hydrochloride Cl.ClC1=C(C=NN1C1=C(C(=CC=C1)Cl)F)C(=O)N